O1CCN(CC1)CCOC1=CC=C(C=O)C=C1 4-(2-morpholinoethoxy)benzaldehyde